4-[3-(2-Chloro-4,5-dimethoxybenzoyl)-2,4-dihydro-1,3-benzoxazin-8-yl]-5-fluoro-2-morpholin-4-ylbenzoic acid ClC1=C(C(=O)N2COC3=C(C2)C=CC=C3C3=CC(=C(C(=O)O)C=C3F)N3CCOCC3)C=C(C(=C1)OC)OC